pentanediamine phthalate C(C=1C(C(=O)O)=CC=CC1)(=O)O.C(CCCC)(N)N